4,4'-(4-methylcyclohexylidene)bisphenol CC1CCC(CC1)(C1=CC=C(C=C1)O)C1=CC=C(C=C1)O